2-(((αR)-6-((R)-2,5-dioxo-4-(2-phenyl-propyl)imidazolidin-1-yl)spiro[3.3]heptan-2-yl)oxy)nicotinamide O=C1N(C([C@H](N1)CC(C)C1=CC=CC=C1)=O)C1CC2(CC(C2)OC2=C(C(=O)N)C=CC=N2)C1